CC=1N=C(SC1C1=CC=C2C(=NNC2=C1)\C=C\C1=NC=CC=C1)NC(=O)NC1=CC(=CC=C1)C(F)(F)F (E)-1-(4-methyl-5-(3-(2-(pyridin-2-yl)vinyl)-1H-indazole-6-yl)thiazole-2-yl)-3-(3-(trifluoromethyl)phenyl)urea